O[C@H](CO)C1=CC(=NC(=C1)C=1C=C2C=CN(C2=CC1)CC(C)C)C(=O)N (S)-4-(1,2-dihydroxyethyl)-6-(1-isobutyl-1H-indol-5-yl)picolinamide